N1=C(NC2=C1C=CC=C2)S(=O)(=O)N=[N+]=[N-] benzimidazolesulfonyl azide